CN1CCC(CC1)CC(=O)N1C[C@H](C[C@H](C1)C1=C2C=CC=NC2=C(C=C1)C(F)(F)F)C 2-(1-methyl-piperidin-4-yl)-1-[(3S,5S)-3-methyl-5-(8-trifluoromethyl-quinolin-5-yl)-piperidin-1-yl]-ethanone